methyl 5-chloro-2,2-dimethylpentanoate ClCCCC(C(=O)OC)(C)C